4-[[(4-carboxyphenyl)methyl-[2-(hydroxyamino)-2-oxo-ethyl]amino]methyl]benzoic acid C(=O)(O)C1=CC=C(C=C1)CN(CC(=O)NO)CC1=CC=C(C(=O)O)C=C1